O=NC(=O)C1OC=CC=C1 oxo-pyran-2-carboxamide